CN(CC(=O)NNC(CC1(OCCO1)CCC1CCOCC1)=O)C 1-{2-[2-(dimethylamino)acetyl]diazanyl}-2-{2-[2-(3,4,5,6-tetrahydro-2H-pyran-4-yl)ethyl]-1,3-dioxolan-2-yl}ethan-1-one